tert-butyl (3S,4R)-4-{[(1S,2R)-3,3-difluoro-2-(4-nitrobenzenesulfonamido)cyclohexyl]oxy}-3-fluoropiperidine-1-carboxylate FC1([C@@H]([C@H](CCC1)O[C@H]1[C@H](CN(CC1)C(=O)OC(C)(C)C)F)NS(=O)(=O)C1=CC=C(C=C1)[N+](=O)[O-])F